bis(3-aminopropyl)Diethylene glycol (3-aminopropyl) ether NCCCOC(COCCO)(CCCN)CCCN